diethyl-3,3-difluoro-5-((4-methoxybenzyl)oxy)pent-1-en C(C)C(=CC(CCOCC1=CC=C(C=C1)OC)(F)F)CC